C1=CC=CC=2OC=C3C4=CC=CC=C4O[C@H]3C12 pterocarpene